rac-(5aR,6S,7R,8R,8aS)-5a-(4-bromophenyl)-3-chloro-8,8a-dihydroxy-1-methoxy-N-methyl-6-phenyl-5a,7,8,8a-tetrahydro-6H-cyclopenta[4,5]furo[3,2-c]pyridine-7-carboxamide BrC1=CC=C(C=C1)[C@]12[C@](C=3C(=NC(=CC3O1)Cl)OC)([C@@H]([C@@H]([C@H]2C2=CC=CC=C2)C(=O)NC)O)O |r|